2-(2-bromophenoxy)ethylamine hydrochloride Cl.BrC1=C(OCCN)C=CC=C1